NC1=NC=2C=C(C(=CC2C2=C1C=NN2C)C(=O)N2N(CC(C2)OCC(F)(F)F)C2=NC=CC=C2F)Cl (4-amino-7-chloro-1-methyl-1H-pyrazolo[4,3-c]quinolin-8-yl)(2-(3-fluoropyridin-2-yl)-4-(2,2,2-trifluoroethoxy)pyrazolidin-1-yl)methanone